[Br-].CC=1C=C(NC1C)N1N([NH2+]C(=N1)C1=CC=CC=C1)C1=CC=CC=C1 3-(4,5-dimethylazol-2-yl)-2,5-diphenyltetrazolium bromide